C(=C)[C@@H](C(=O)O)CCCC (S)-2-VINYLHEXANOIC ACID